C1(=CC=CC=C1)C=1N(C=C(N1)C(=O)N1CC(NC2(CC2)C1)=O)C1=NC=CC=C1 7-(2-phenyl-1-(pyridin-2-yl)-1H-imidazole-4-carbonyl)-4,7-diazaspiro[2.5]octan-5-one